3,3-dimethyl-N-(2-(methylamino)-4-((4-(trifluoromethyl)benzyl)amino)phenyl)butanamide CC(CC(=O)NC1=C(C=C(C=C1)NCC1=CC=C(C=C1)C(F)(F)F)NC)(C)C